N-(1-(2-(4-(trifluoromethyl)phenyl)quinazolin-4-yl)azetidin-3-yl)acrylamide FC(C1=CC=C(C=C1)C1=NC2=CC=CC=C2C(=N1)N1CC(C1)NC(C=C)=O)(F)F